(R)-N-((R)-1-(6-chloro-7-fluoro-2-oxo-1,2-dihydro-quinolin-3-yl)ethyl)-2-methylpropan-2-sulfinamide ClC=1C=C2C=C(C(NC2=CC1F)=O)[C@@H](C)N[S@](=O)C(C)(C)C